C(C)C(CN)CCCC 2-ethyl-1-hexylamine